1-[(3S)-3-{8-amino-1-iodoimidazo[1,5-a]pyrazin-3-yl}pyrrolidin-1-yl]prop-2-en-1-one NC=1C=2N(C=CN1)C(=NC2I)[C@@H]2CN(CC2)C(C=C)=O